ClC1=CC=C(O[C@@H]2[C@H](CCCC2)OS(=O)([O-])CCC(F)(F)F)C=C1 (1S,2S)-trans-2-(4-(chloro)phenoxy)cyclohexyl-3,3,3-trifluoropropyl-sulfite